N-PYRIDYLBENZOTHIAZOLE N1=C(C=CC=C1)N1CSC2=C1C=CC=C2